CN(CCS(=O)(=O)O)C(CCCCCCC\C=C/CCCCCCCC)=O.FC(C=1OC(NN1)C=1C=NC(=CC1)C)F 2-(difluoromethyl)-5-(6-methyl-3-pyridinyl)-1,3,4-oxadiazoleN methyloleoyl-taurate